Methyl 2-(6-methyl-9H-carbazol-3-yl)acetate CC=1C=C2C=3C=C(C=CC3NC2=CC1)CC(=O)OC